[Si](C1=CC=CC=C1)(C1=CC=CC=C1)(C(C)(C)C)OCC(C=O)(C)C 3-((tert-butyldiphenylsilyl)oxy)-2,2-dimethylpropan-1-one